6-(8-((5-chloro-6-methoxypyridin-3-yl)sulfonyl)-8-azaspiro[4.5]dec-2-yl)-2-oxa-6-azaspiro[3.3]heptane ClC=1C=C(C=NC1OC)S(=O)(=O)N1CCC2(CCC(C2)N2CC3(COC3)C2)CC1